(2S,3R)-2-(3,4-dihydroxyphenyl)-5,7-dihydroxychroman-3-yl 2,6-difluoro-3,4-dihydroxy-5-methoxybenzoate FC1=C(C(=O)O[C@H]2[C@@H](OC3=CC(=CC(=C3C2)O)O)C2=CC(=C(C=C2)O)O)C(=C(C(=C1O)O)OC)F